methyl 2-methyl-2-(pyrrolidin-3-yl)propanoate CC(C(=O)OC)(C)C1CNCC1